N,N'-diisopropyl-1,2-ethanediamine C(C)(C)NCCNC(C)C